2-allyl-6-chloro-1,2-benzisothiazol-3(2H)-one-1,1-dioxide C(C=C)N1S(C2=C(C1=O)C=CC(=C2)Cl)(=O)=O